FC(C=1C=C(\C=C/C2CCN(CC2)C(C=C)=O)C=CC1)(F)F (Z)-1-(4-(3-(trifluoromethyl)styryl)piperidin-1-yl)prop-2-en-1-one